3-(4-trifluoromethylphenyl)-6,7-dihydrothieno[2'',3'':4',5']pyrimido[1',2':1,2]pyrido[3,4-b]indol-4(12H)-one FC(C1=CC=C(C=C1)C1=CSC=2N=C3N(CCC4=C3NC3=CC=CC=C43)C(C21)=O)(F)F